COC(CC=1C=NC=C(C1)C1=CC(=CC=C1)C(F)(F)F)=O 2-(5-(3-(trifluoromethyl)phenyl)pyridin-3-yl)acetic acid methyl ester